tert-Butyl 2-(2-(5-chloro-2-((tetrahydro-2H-pyran-4-yl)amino)pyrimidin-4-yl)-4-oxo-6,7-dihydrothieno[3,2-c]pyridin-5(4H)-yl)acetate ClC=1C(=NC(=NC1)NC1CCOCC1)C1=CC=2C(N(CCC2S1)CC(=O)OC(C)(C)C)=O